5-iodo-1-(1-methyl-1,3-dihydrobenzo[c]isoxazol-3-yl)indoline-2,3-dione IC=1C=C2C(C(N(C2=CC1)C1C2=C(N(O1)C)C=CC=C2)=O)=O